(2-(3-(1-acetylpiperidin-4-yl)-7-amino-5'-fluoro-1'-methyl-1H,1'H-[4,6'-biindazol]-1-yl)acetyl)glycylglycine C(C)(=O)N1CCC(CC1)C1=NN(C=2C(=CC=C(C12)C1=C(C=C2C=NN(C2=C1)C)F)N)CC(=O)NCC(=O)NCC(=O)O